2-chloro-N-(2,4-dimethoxy-6-(4-methoxystyryl)benzyl)-N-phenylacetamide ClCC(=O)N(C1=CC=CC=C1)CC1=C(C=C(C=C1C=CC1=CC=C(C=C1)OC)OC)OC